N(=[N+]=[N-])C(C)(C)C1=CN=C(C2=CN=C(C=C12)Cl)N[C@@H]1C[C@@H](C1)S(=O)(=O)CC 4-(2-azidopropan-2-yl)-6-chloro-N-(cis-3-(ethylsulfonyl)cyclobutyl)-2,7-naphthyridin-1-amine